ClC=1C=C(C=CC1Cl)NC(=N)NC(=N)NC(C)C 1-(3,4-dichlorophenyl)-5-(1-methylethyl)biguanide